4,4-diethyl-7-(trifluoromethyl)-4H-thiazolo[4',5':4,5]pyrano[2,3-b]pyridin-2-amine C(C)C1(C2=C(C=3C(=NC(=CC3)C(F)(F)F)O1)N=C(S2)N)CC